(1S,2S)-N-(2-amino-1,2-diphenylethyl)p-toluenesulfonamide N[C@H]([C@H](C1=CC=CC=C1)NS(=O)(=O)C1=CC=C(C)C=C1)C1=CC=CC=C1